CC(CCN1NCNC1=O)C dihydro-2-(3-methylbutyl)-3H-1,2,4-triazol-3-one